ClC1=CC(=C(O[C@H](C(=O)OCC)CC2CC2)C=C1)C1=NOCC1OCC (2S)-ethyl 2-[4-chloro-2-(4-ethoxy-4,5-dihydroisoxazol-3-yl) phenoxy]-3-cyclopropylpropionate